CS(=O)(C)=NC1=CC(N(C=C1C1=CC=CC=C1)CC1(CCN(CC12CCCC2)C(=O)OC(C)(C)C)O)=O tert-butyl 10-((4-((dimethyl(oxo)-λ6-sulfaneylidene)amino)-2-oxo-5-phenylpyridin-1(2H)-yl)methyl)-10-hydroxy-7-azaspiro[4.5]decane-7-carboxylate